F[B-](F)(F)F.N1(N=NC2=C1C=CC=C2)C(=[N+](C)C)N(C)C N-[(1H-benzotriazol-1-yl)(dimethylamino)methylene]-N-methylmethanaminium tetrafluoroborate